octyl 3-((4-((3-(1H-imidazol-1-yl)propyl)amino)-3-(2-hexyldecanamido)-4-oxobutyl)thio)propanoate N1(C=NC=C1)CCCNC(C(CCSCCC(=O)OCCCCCCCC)NC(C(CCCCCCCC)CCCCCC)=O)=O